3-(1-Methyl-5-(5-(4-(oxetan-3-yl)piperazin-1-yl)pyridin-2-ylamino)-6-oxo-1,6-dihydropyridin-3-yl)-5-(1-oxo-6,7,8,9-tetrahydropyrazino[1,2-a]indol-2(1H)-yl)isonicotinaldehyde CN1C=C(C=C(C1=O)NC1=NC=C(C=C1)N1CCN(CC1)C1COC1)C1=C(C=O)C(=CN=C1)N1C(C=2N(C=3CCCCC3C2)C=C1)=O